C(C1=CC=CC=C1)[C@@](C(=O)NC=1C=NC2=C(C=CC=C2C1)F)(CC(C)C)C (2S)-2-benzyl-N-(8-fluoro-3-quinolyl)-2,4-dimethyl-pentanamide